CN([C@@H](C(C)C)C(=O)O)C(=O)N1CC(N(CC1)C(=O)C1[N@](C1)C(C1=CC=CC=C1)(C1=CC=CC=C1)C1=CC=CC=C1)=O N-methyl-N-(3-oxo-4-((S)-1-trityl-aziridine-2-carbonyl)piperazine-1-carbonyl)-L-valine